FC(CCCCCOC1=NSN=C1C=1CN(CCC1)C(F)(F)F)F 3-((6,6-difluorohexyl)oxy)-4-(1-(trifluoromethyl)-1,2,5,6-tetrahydropyridin-3-yl)-1,2,5-thiadiazole